O[C@@]1(CC[C@@H]2[C@H]3CC[C@]4(C(C3CCC2C1)[C@H]1[C@@H]([C@@H]4C(CN4N=CC=N4)=O)CCC1)C)C 1-((2R,4aS,4bR,6aS,7S,7aS,8aR,8bR,8cR,10aR)-2-hydroxy-2,6a-dimethyloctadecahydrocyclopenta[4,5]cyclopenta[1,2-a]phenanthren-7-yl)-2-(2H-1,2,3-triazol-2-yl)ethane-1-one